ClC1=CC=C(C=C1)C=1C(=CC=CC1)C=1C(=CC=CC1)C1=CC=CC=C1 4-chloro-1,1':2',1'':2'',1'''-quaterphenyl